methyl 3-phenyl-2-(pyridin-2-yl)propanoate C1(=CC=CC=C1)CC(C(=O)OC)C1=NC=CC=C1